(3R)-3-(Cyclopropylmethoxy)-1,4'-bipiperidine dihydrochloride Benzyl-(3R)-3-(cyclopropylmethoxy)[1,4'-bipiperidine]-1'-carboxylate C(C1=CC=CC=C1)OC(=O)N1CCC(CC1)N1C[C@@H](CCC1)OCC1CC1.Cl.Cl.C1(CC1)CO[C@H]1CN(CCC1)C1CCNCC1